CC1(OC2=CC(=CC=C2C(C1)=O)N(C(OC(C)(C)C)=O)C)C tert-butyl N-(2,2-dimethyl-4-oxo-chroman-7-yl)-N-methyl-carbamate